ClC=1C(=CC(=NC1)F)C1=CC(=C(OC[C@](CC(C)C)(N)C)C=C1)C(F)(F)F (S)-1-(4-(5-chloro-2-fluoropyridin-4-yl)-2-(trifluoromethyl)phenoxy)-2,4-dimethylpentan-2-amine